C(CCCCCCCCCCCCCCCCCCCCC)OC(CCC\C=C/C\C=C/C\C=C/C\C=C/CCCCC)=O.C(C1=CC=CC=C1)OC=1C=CC2=C(C(=C(O2)C)C(=O)N2CCC(CC2)C)C1 (5-(benzyloxy)-2-methylbenzofuran-3-yl)(4-methylpiperidin-1-yl)methanone behenyl-arachidonate